C(C)(C)(C)OC(=O)N1CCC(CC1)(OC)C#CCOC(C)(C)C 4-(3-(Tert-Butoxy)prop-1-yn-1-yl)-4-methoxypiperidine-1-carboxylic acid tert-butyl ester